(3R,3'R)-β,β-carotene-3,3'-diol CC1(C)C[C@@H](CC(C)=C1\C=C\C(\C)=C\C=C\C(\C)=C\C=C\C=C(/C)\C=C\C=C(/C)\C=C\C1=C(C)C[C@H](CC1(C)C)O)O